(R)-1-phenoxy-2-propylamine O(C1=CC=CC=C1)C[C@@H](C)N